C(C1=CC=CC=C1)N1CC2(CN(C2)C(=O)OC(C)(C)C)[C@@H](C1)C(=O)N1C(OC[C@@H]1CC1=CC=CC=C1)=O tert-butyl (S)-6-benzyl-8-((S)-4-benzyl-2-oxooxazolidine-3-carbonyl)-2,6-diazaspiro[3.4]octane-2-carboxylate